C1(CC1)C(=O)NC1=CC=C(C=C1)C1=CN=C2N1C=C(N=C2)C(=O)N(C)C2=CC(=C(C=C2)F)OC 3-[4-(cyclopropanecarbonylamino)phenyl]-N-(4-fluoro-3-methoxy-phenyl)-N-methyl-imidazo[1,2-a]pyrazine-6-carboxamide